N1(CCCCC1)C1=CC=C(C=C1)C1=CC=C(C=C1)SC=1N=NNC1C(=O)OCOC(C(C)C)=O (isobutyryloxy)methyl 4-((4'-(piperidin-1-yl)-[1,1'-biphenyl]-4-yl)thio)-1H-1,2,3-triazole-5-carboxylate